3-(5-(3-aminoprop-1-yn-1-yl-3,3-d2)benzofuran-3-yl)piperidine-2,6-dione tert-butyl-(3-(3-(2,6-dioxopiperidin-3-yl)benzofuran-5-yl)prop-2-yn-1-yl-1,1-d2)carbamate C(C)(C)(C)N(C(O)=O)C(C#CC=1C=CC2=C(C(=CO2)C2C(NC(CC2)=O)=O)C1)([2H])[2H].NC(C#CC=1C=CC2=C(C(=CO2)C2C(NC(CC2)=O)=O)C1)([2H])[2H]